FC(C1=CC=C(OCCCOC2CCN(CC2)C(=O)OC(C)(C)C)C=C1)(F)F tert-butyl 4-(3-(4-(trifluoromethyl)phenoxy)propoxy)piperidine-1-carboxylate